FC(C(C(C(F)(F)F)(F)F)(F)F)(S(=O)(=O)OC1=C(C=C(C(=C1)OC)[C@H]1[C@H](CCC2=CC(=CC=C12)OC(C)(C)C)C1=CC=CC=C1)F)F 4-((1S,2S)-6-(tert-butoxy)-2-phenyl-1,2,3,4-tetrahydronaphthalen-1-yl)-2-fluoro-5-methoxyphenyl 1,1,2,2,3,3,4,4,4-nonafluorobutane-1-sulfonate